NC(C(=O)O)(CCCCB(O)O)CCCN(CC)CC 2-amino-6-borono-2-(3-(diethylamino)propyl)hexanoic acid